17-(5-methyl-4-prop-2-enoyl-2,3-dihydroquinoxalin-1-yl)-12-oxa-2,9,15,21,22-pentazapentacyclo[13.6.2.23,6.05,9.019,23]pentacosa-1(21),3(25),4,6(24),17,19,22-heptaen-16-one CC1=C2N(CCN(C2=CC=C1)C=1C(N2CCOCCN3CCC=4C3=CC(NC3=NC=C(C1)C2=N3)=CC4)=O)C(C=C)=O